CN1CCN(CC1)C=1NC(C2=C(CCN(CC2)CC2=CN(C3=CC=CC=C23)CCC)N1)=O 2-(4-methylpiperazin-1-yl)-7-((1-propyl-1H-indol-3-yl)methyl)-3,5,6,7,8,9-hexahydro-4H-pyrimido[4,5-d]azepin-4-one